CC1=C2C(=NN(C2=C(C=C1)C(=O)N)C)C trimethyl-1H-indazole-7-carboxamide